2-methyl-bromopropane Methyl-3-chloro-6-(2-chloro-4-(1-fluoroethyl)phenyl)-picolinate COC(C1=NC(=CC=C1Cl)C1=C(C=C(C=C1)C(C)F)Cl)=O.CC(CBr)C